NC1=CC=C(C=C1)N1CCC(CC1)(O)C(F)(F)F 1-(4-aminophenyl)-4-(trifluoromethyl)piperidin-4-ol